CC1(CC1)OC=1C=C2C(=NNC2=CC1)C1=CC(=NC=C1)N1C[C@@H](NCC1)C 5-(1-methylcyclopropoxy)-3-[2-[(3S)-3-methylpiperazin-1-yl]-4-pyridyl]-1H-indazole